vinylpyrrolidone-methacrylic acid N,N-dimethylaminoethyl-acrylate CN(C)CCOC(C=C)=O.C(=C)C1C(N(CC1)CC(C(=O)O)=C)=O